CC1(OC(OC1(C)C)C1=CC=NC=C1)C 4-(4,4,5,5-tetramethyl-1,3-dioxolan-2-yl)pyridine